C(C)(=O)NC1=CC=C(C=C1)C(CCS(=O)(=N)CC[C@@H](C(=O)OC(C)(C)C)NC(=O)OC(C)(C)C)(C(F)(F)F)O tert-butyl (2s)-4-(3-(4-acetamidophenyl)-4,4,4-trifluoro-3-hydroxybutylsulfonimidoyl)-2-((tert-butoxycarbonyl)amino)butanoate